C(CCC)C(=S)SSSC(C(=O)O)C 2-(butylthiocarbonylthiothiothio)propionic acid